C1(CC1)NC(=O)C1=CC(=NC(=C1)C=1N=NN(C1)C=1C(=C(C(=O)O)C=CC1)C(F)(F)F)C=1N=NN(C1)C=1C(=C(C(=O)O)C=CC1)C(F)(F)F 4'-((4-(CYCLOPROPYLCARBAMOYL)PYRIDINE-2,6-DIYL)BIS(1H-1,2,3-TRIAZOLE-4,1-DIYL))BIS(2-(TRIFLUOROMETHYL)BENZOIC ACID)